FC=1C=C2C(=C(N(C2=CC1)CC(=O)O)C)C1CCN(CC1)S(=O)(=O)C1=CC=C(C=C1)F 2-(5-fluoro-3-(1-((4-Fluorophenyl)sulfonyl)piperidin-4-yl)-2-methyl-1H-indol-1-yl)acetic acid